2-((1-ethyl-3-methyl-1H-pyrazole-5-carbonyl)imino)-2,3-dihydro-1H-benzo[d]imidazole-5-carboxamide C(C)N1N=C(C=C1C(=O)N=C1NC2=C(N1)C=CC(=C2)C(=O)N)C